BrC=1C=C(C#N)C=CC1C1=NN=CN1C 3-bromo-4-(4-methyl-1,2,4-triazol-3-yl)-benzonitrile